NC1=NC=C(C=N1)S(=O)(=O)N1C[C@H]([C@H](CC1)NC1=NC=C(C(=N1)C=1N=CN(C1)C=1C(=NC(=CC1)C)C#N)C(F)(F)F)C 3-(4-(2-(((3R,4S)-1-((2-Amino-pyrimidin-5-yl)-sulfonyl)-3-methylpiperidin-4-yl)amino)-5-(trifluoromethyl)-pyrimidin-4-yl)-1H-imidazol-1-yl)-6-methyl-picolinonitrile